[({[(2R,3S,4R,5S)-5-[2-chloro-4-(2,3-dihydro-1H-inden-1-ylamino)quinazolin-7-yl]-3,4-dihydroxyoxolan-2-yl]methoxy}(hydroxy)phosphoryl)methyl]phosphonic acid ClC1=NC2=CC(=CC=C2C(=N1)NC1CCC2=CC=CC=C12)[C@H]1[C@@H]([C@@H]([C@H](O1)COP(=O)(O)CP(O)(O)=O)O)O